1,4-dihydro-1,3,5-triazin-2-amine N1C(=NCN=C1)N